C(C)(C)(C)OC(=O)N[C@H](C(=O)OC(C)(C)C)CC=1C=CC2=C(NC(=N2)C#N)C1 tert-butyl (S)-2-((tert-butoxycarbonyl)amino)-3-(2-cyano-1H-benzo[d]imidazol-6-yl)propanoate